5-(difluoromethoxy)-7-(8-ethynyl-7-fluoronaphthalen-1-yl)-6,8-difluoro-2-(((S,Z)-2-(fluoromethylene)tetrahydro-1H-pyrrolizin-7a(5H)-yl)methoxy)quinazoline FC(OC1=C2C=NC(=NC2=C(C(=C1F)C1=CC=CC2=CC=C(C(=C12)C#C)F)F)OC[C@]12CCCN2C\C(\C1)=C/F)F